1-(5-(3-aminophenyl)pyrazolo[1,5-a]pyrimidin-7-yl)pyrrolidin-3-ol NC=1C=C(C=CC1)C1=NC=2N(C(=C1)N1CC(CC1)O)N=CC2